FC1(CC1)C(=O)N[C@H](C(=O)N1[C@@H](C[C@H](C1)O)C(=O)N[C@@H](CC(=O)O)C1=CC=C(C=C1)C1=C(N=CS1)C)C(C)(C)C (S)-3-((2S,4R)-1-((S)-2-(1-fluorocyclopropane-1-carboxamido)-3,3-dimethylbutanoyl)-4-hydroxypyrrolidine-2-carboxamido)-3-(4-(4-methylthiazol-5-yl)phenyl)propanoic acid